tert-butyl 4-(1-((5-methoxy-2-methyl-[1,2,4]triazolo[1,5-a]pyrimidin-6-yl)carbamoyl)-2,3-dihydro-1H-pyrrolo[2,3-b]pyridin-4-yl)-2,2-dimethylpiperazine-1-carboxylate COC1=NC=2N(C=C1NC(=O)N1CCC=3C1=NC=CC3N3CC(N(CC3)C(=O)OC(C)(C)C)(C)C)N=C(N2)C